9-chloro-6,7-dimethoxy-1H,2H,3H-cyclopenta[b]quinolone ClC1=C2C(=NC=3C=C(C(=CC13)OC)OC)CCC2=O